NC1=NC=2C(=CC=CC2C=2N1C=C(N2)CC2=CC=C(C(=O)NCCN1CCOCC1)C=C2)F 4-((5-amino-7-fluoroimidazo[1,2-c]quinazolin-2-yl)methyl)-N-(2-morpholinoethyl)benzamide